(R)-6-methyl-1,4-oxazepan-6-ol hydrochloride Cl.C[C@]1(CNCCOC1)O